N-(1-cyanoisopropyl)-3-methyl-2-nitrobenzamide C(#N)C(C)(C)NC(C1=C(C(=CC=C1)C)[N+](=O)[O-])=O